O[C@H]1CC[C@@]2([C@H]3CC[C@@]4([C@H](CC[C@H]4[C@@H]3CC=C2C1)[C@@H](C(=O)NCC1=CC=NC=C1)C)C)C (S)-2-((3S,8S,9S,10R,13S,14S,17R)-3-hydroxy-10,13-dimethyl-2,3,4,7,8,9,10,11,12,13,14,15,16,17-tetradecahydro-1H-cyclopenta[a]phenanthren-17-yl)-N-(pyridin-4-ylmethyl)propanamide